FC=1C=CC(=C(C1)N1CCNCC1)OC 1-(5-Fluoro-2-methoxyphenyl)piperazine